2-(1-cyclopropyl-2-hydroxy-2-methylpropyl)-7-(1,3-dimethyl-1H-indazol-5-yl)-4-fluoroisoindolin-1-one C1(CC1)C(C(C)(C)O)N1C(C2=C(C=CC(=C2C1)F)C=1C=C2C(=NN(C2=CC1)C)C)=O